phenyl-[(perfluorophenyl) methyl] disulfide C1(=CC=CC=C1)SSCC1=C(C(=C(C(=C1F)F)F)F)F